(±)-1-(2,2-difluoro-1-(1H-imidazol-4-yl)ethyl)-4-(dimethylamino)-7-(trifluoromethyl)pyrido[2,3-d]pyrimidin-2(1H)-one FC([C@@H](C=1N=CNC1)N1C(N=C(C2=C1N=C(C=C2)C(F)(F)F)N(C)C)=O)F |r|